5-Methylpyridine-2-carboxylic acid methyl ester COC(=O)C1=NC=C(C=C1)C